[Cl-].OC1=C(C2=CC(=CC=C2C=C1)[N+](C)(C)C)N=NC1=C(C=CC=C1)OC 2-hydroxy-1-[(2-methoxyphenyl)azo]-7-(trimethylammonio)naphthalene chloride